2-propynyl-2,4,5-trichlorophenylether C(#CC)C1(C(C=C(C(=C1)Cl)Cl)OC1C(C=C(C(=C1)Cl)Cl)(C#CC)Cl)Cl